7-(5-bromo-2-(3-(4-hydroxybutyl)-4-(4-(4-methylpiperazin-1-yl)piperidin-1-yl)phenyl)aminopyrimidin-4-ylamino)-1-(methylsulfonyl)indole-4-ol BrC=1C(=NC(=NC1)NC1=CC(=C(C=C1)N1CCC(CC1)N1CCN(CC1)C)CCCCO)NC1=CC=C(C=2C=CN(C12)S(=O)(=O)C)O